ClC1=C(N=C2N1CCC2C2=CC=CC=C2)I 3-chloro-2-iodo-7-phenyl-6,7-dihydro-5H-pyrrolo[1,2-a]imidazole